5-benzyl-3-((3-methyl-1-phenyl-1H-pyrazole-5-carboxamido)methyl)-4,5-dihydroisoxazole C(C1=CC=CC=C1)C1CC(=NO1)CNC(=O)C1=CC(=NN1C1=CC=CC=C1)C